NCCCN(CCCCN)CC1=CC=CC=C1 N1-(3-aminopropyl)-N1-benzylbutane-1,4-diamine